(S)-N-(3-(N-(tert-butyl)sulfamoyl)phenyl)-3-(6-azaspiro[2.5]octan-6-yl)-5-(1,1,1-trifluoro-2-hydroxypropan-2-yl)pyrazine-2-carboxamide C(C)(C)(C)NS(=O)(=O)C=1C=C(C=CC1)NC(=O)C1=NC=C(N=C1N1CCC2(CC2)CC1)[C@](C(F)(F)F)(C)O